(R,Z)-3-(2-(3-chloro-5-(5-fluoropyrimidin-2-yl)phenyl)-4-(3-chloroacryloyl)piperazin-1-yl)-3-oxopropanenitrile ClC=1C=C(C=C(C1)C1=NC=C(C=N1)F)[C@H]1N(CCN(C1)C(\C=C/Cl)=O)C(CC#N)=O